COC1=CC=C(C=C1)S(=O)(=O)NCOC 4-methoxy-N-methoxymethyl-benzenesulfonamide